BrC=1C=NN(C1CC1=CC=C(C=C1)Cl)C 4-bromo-5-(4-chlorobenzyl)-1-methyl-1H-pyrazole